N-(7-(2-((1S,2R,3S,4R,5S)-4-(4-Amino-7H-pyrrolo[2,3-d]pyrimidin-7-yl)-2,3-dihydroxybicyclo[3.1.0]hexan-1-yl)propyl)-3-chloro-5-fluoroquinolin-2-yl)-2,2,2-trifluoroacetamide NC=1C2=C(N=CN1)N(C=C2)[C@H]2[C@@H]([C@@H]([C@@]1(C[C@H]21)C(CC2=CC(=C1C=C(C(=NC1=C2)NC(C(F)(F)F)=O)Cl)F)C)O)O